NC1=C(C=C(C=N1)NC(C(=O)N1[C@H](CC[C@@H](C1)C)C1CCC(CC1)C(C)(C)C)=O)C N-(6-amino-5-methyl-3-pyridyl)-2-[(2R,5S)-2-(4-tert-butylcyclohexyl)-5-methyl-1-piperidyl]-2-oxo-acetamide